N[C@@H](CC(=O)O)C(=O)O.C(C)(=O)SC[C@H](NC(CC[C@H](N)C(=O)O)=O)C(=O)NCC(=O)O S-acetyl-glutathione aspartate